C1(CCCCC1)C1=CC=C(C=C1)NC=1C2=C(N=C(N1)N1CC(OCC1)C1CC1)COC2 N-(4-cyclohexylphenyl)-2-(2-cyclopropylmorpholin-4-yl)-5,7-dihydrofuro[3,4-d]pyrimidin-4-amine